C(C)N(C(C1=C(C=CC(=C1)F)OC1=C(N=CN=N1)N1CC2(CN(C2)C(CCN(C)CCO)C(C)C)CC1)=O)C(C)C (-)-N-ethyl-5-fluoro-2-((5-(2-(1-((2-hydroxyethyl)(methyl)amino)-4-methylpent-3-yl)-2,6-diazaspiro[3.4]oct-6-yl)-1,2,4-triazin-6-yl)oxy)-N-isopropylbenzamide